hypoxanthin tert-Butyl-(S)-4-((2-(3-chloro-4-(methoxycarbonyl)phenyl)-4-(3,3,3-trifluoropropyl)piperazin-1-yl)methyl)-5-methoxy-7-methyl-1H-indole-1-carboxylate C(C)(C)(C)C=1N(C2=C(C=C(C(=C2C1)CN1[C@H](CN(CC1)CCC(F)(F)F)C1=CC(=C(C=C1)C(=O)OC)Cl)OC)C)C(=O)O.N1C=NC=2N=CNC2C1=O